ClC=1N=CC(=NC1)C1=NN=C2COCCN21 3-(5-chloropyrazin-2-yl)-5,6-dihydro-8H-[1,2,4]triazolo[3,4-c][1,4]oxazine